OC(COC=1C=C(C=2N(C1)N=CC2C#N)C=2C=NC(=CC2)N2CC1N(C(C2)C1)C(=O)C1CC(C1)OC)(C)C 6-(2-hydroxy-2-methylpropoxy)-4-(6-(6-((1s,3s)-3-methoxycyclobutane-1-carbonyl)-3,6-diazabicyclo[3.1.1]heptan-3-yl)pyridin-3-yl)pyrazolo[1,5-a]pyridine-3-carbonitrile